(3,5-difluoro-2-((tetrahydro-2H-pyran-4-yl)oxy)phenyl)methane-d Methyl-2-[2-[4-chloro-5-(trifluoromethyl)thiazol-2-yl]oxyphenyl]-3,3-dimethoxy-propanoate COC(C(C(OC)OC)C1=C(C=CC=C1)OC=1SC(=C(N1)Cl)C(F)(F)F)=O.FC=1C(=C(C=C(C1)F)C[2H])OC1CCOCC1